CC=1C=C(C=CC1C)N1N=C(C=2C=NC=3C=CC(=CC3C21)OC(F)(F)F)C2=CC(=C(C=C2)O)OC 4-[1-(3,4-dimethylphenyl)-8-(trifluoromethoxy)pyrazolo[4,3-c]quinolin-3-yl]-2-methoxy-phenol